C1=NC=CC=2NC=3C=C(C=CC3C21)C=2C=CC(=NC2)OCCOC=2C=C1C(N(C(C1=CC2)=O)C2C(NC(CC2)=O)=O)=O 5-(2-((5-(5H-pyrido[4,3-b]indol-7-yl)pyridin-2-yl)oxy)ethoxy)-2-(2,6-dioxopiperidin-3-yl)isoindoline-1,3-dione